tert-butyl 2-chloro-6-imino-spiro[5H-pyrrolo[3,2-d]pyrimidine-7,4'-piperidine]-1'-carboxylate ClC=1N=CC2=C(N1)C1(CCN(CC1)C(=O)OC(C)(C)C)C(N2)=N